NCC(=O)NC=1C=2N=CN([C@]3([C@H](O)[C@H](O)[C@@H](CO)O3)C(N)=O)C2N=CN1 N6-glycyl-carbamoyl-adenosine